[C@H]12N(C[C@H](NC1)C2)C2=CC(=C(C=C2)NC2=NC=C(C(=N2)C2=CC=1S(CCOC(C1S2)C)(=O)=O)C(F)(F)F)CC 7-(2-((4-((1R,4R)-2,5-diazabicyclo[2.2.1]heptan-2-yl)-2-ethylphenyl)amino)-5-(trifluoromethyl)pyrimidin-4-yl)-5-methyl-2,3-dihydro-5H-thieno[3,2-e][1,4]oxathiepine 1,1-dioxide